BrC1=C(C(=CC(=C1)F)F)F 1-bromo-2,3,5-trifluorobenzene